OC(C)(C)C=1SC(=CN1)S(=O)(N)=NC(NC1=C2C(=NC3=C1CCC3)C3(CC2)CC3)=O 2-(2-hydroxypropan-2-yl)-N'-((1',5',6',7'-tetrahydro-2'H-spiro[cyclopropane-1,3'-dicyclopenta[b,e]pyridin]-8'-yl)carbamoyl)thiazole-5-sulfonimidamide